CO[Si]1(N(CCC1)CCCCCCCC[SiH2]OC(C1=CC=CC=C1)C1=CC=CC=C1)OC 2,2-dimethoxy-N-(diphenylmethoxysilyloctyl)-1-aza-2-silacyclopentane